4,6-difluorobenzaldehyde FC1=CC=C(C=O)C(=C1)F